azafulvenium [NH+]1=CC=CC1=C